OC=1C(C(=CN2C[C@@H]3N(C(C21)=O)[C@H]2CC[C@@H]3C2)C(=O)N[C@H](C)C2=C(C=C(C=C2F)F)F)=O (1R,4S,12aR)-7-hydroxy-6,8-dioxo-N-((R)-1-(2,4,6-trifluorophenyl)ethyl)-1,2,3,4,6,8,12,12a-octahydro-1,4-methanodipyrido[1,2-a:1',2'-d]pyrazine-9-carboxamide